Cl.Cl.Cl.Cl.ClC1=CC(=C(C(=N1)C1=C2C(=NC=C1)C=C(S2)CN2C(C1C(C1C2=O)(C)C)=O)NC2CNCC2)C 3-((7-(6-chloro-4-methyl-3-(pyrrolidin-3-ylamino)pyridin-2-yl)thieno[3,2-b]pyridin-2-yl)methyl)-6,6-dimethyl-3-azabicyclo[3.1.0]hexane-2,4-dione tetrahydrochloride